(S)-5-(aminomethyl)-3-(4-(4-(1,1-dioxidothietan-3-yl)piperidin-1-yl)-3,5-difluorophenyl)oxazolidin-2-one NC[C@H]1CN(C(O1)=O)C1=CC(=C(C(=C1)F)N1CCC(CC1)C1CS(C1)(=O)=O)F